C12(CC(C1)C2)C2=NN(C(=C2C(F)(F)F)C(=O)NC2=CC(=CC=C2)SC)C[C@H]2[C@@H](C2)C(F)F 3-(bicyclo[1.1.1]pentan-1-yl)-1-(((trans)-2-(difluoromethyl)cyclopropyl)methyl)-N-(3-(methylthio)phenyl)-4-(trifluoromethyl)-1H-pyrazole-5-carboxamide